C(C)OC1=CC(=NC=C1C#CC1=C(C=CC=C1)NS(=O)(=O)C=1C(=CC=C2C=CC=NC12)C)C(=O)O 4-ethoxy-5-{2-[2-(7-methylquinoline-8-sulfonamido)phenyl]ethynyl}pyridine-2-carboxylic acid